O.CN1N=C(C(=C1)C)C(C1(CCCC1)C)NC1=C(C(C1=O)=O)NC1=C(C(=NC=C1)C(=O)N(C)C)O 4-((2-(((1,4-dimethyl-1H-pyrazol-3-yl)(1-methylcyclopentyl)methyl)amino)-3,4-dioxocyclobut-1-en-1-yl)amino)-3-hydroxy-N,N-dimethylpicolinamide monohydrate